N-[(15aS,16R)-5,17,17,20-tetrafluoro-7-methyl-1-oxo-2,3,15a,16,17,18-hexahydro-1H,15H-4,8-(azeno)-14,10-(metheno)pyrrolo[1,2-j][1,8,10]oxadiazacycloheptadecin-16-yl]methanesulfonamide FC1=CC(=C2OC=3C=CC=C(C[C@@H]4N(C(NCC1=N2)=O)CC([C@@H]4NS(=O)(=O)C)(F)F)C3F)C